COC1=CC=C2C(=N1)NC=C2C2=CC=1N(C=C2)N=CC1C(=O)N1CCN(CC1)C (5-(6-methoxy-1H-pyrrolo[2,3-b]pyridin-3-yl)pyrazolo[1,5-a]pyridin-3-yl)(4-methylpiperazin-1-yl)methanone